FC=1C2=C(C=C3C=NNC13)N(C(=C2C2=CC=C(C(=O)OCC1=CC=CC=C1)C=C2)C2CCOCC2)C2=CC=C(C=C2)F benzyl 4-[8-fluoro-5-(4-fluorophenyl)-6-tetrahydropyran-4-yl-1H-pyrrolo[2,3-f]indazol-7-yl]benzoate